3-(3-Amino-5-(methyl(tetrahydro-2H-pyran-4-yl)amino)-1H-indazol-1-yl)-2,6-difluoro-5-(trifluoromethyl)phenol NC1=NN(C2=CC=C(C=C12)N(C1CCOCC1)C)C=1C(=C(C(=C(C1)C(F)(F)F)F)O)F